C(C)(C)(C)OC(NC1=C(C=CC=C1)C=O)=O (2-FORMYL-PHENYL)-CARBAMIC ACID TERT-BUTYL ESTER